NC1=C(C(=CC=C1)N1C(N(CC1)C1CC1)=O)NC(CCCCNC(OC(C)(C)C)=O)C tert-butyl (5-((2-amino-6-(3-cyclopropyl-2-oxoimidazolidin-1-yl)phenyl)amino)hexyl)carbamate